prop-2-enyl (3R)-3-[9H-fluoren-9-ylmethoxycarbonyl(methyl)amino]butanoate C1=CC=CC=2C3=CC=CC=C3C(C12)COC(=O)N([C@@H](CC(=O)OCC=C)C)C